N-(5-chloro-2-(2-methoxyethoxy)phenyl)thiazole-5-carboxamide ClC=1C=CC(=C(C1)NC(=O)C1=CN=CS1)OCCOC